1,3-bis[(3-ethyl-oxetan-3-yl)methoxy]benzene C(C)C1(COC1)COC1=CC(=CC=C1)OCC1(COC1)CC